6-cyano-2-methylpyridine-3-sulfonyl chloride C(#N)C1=CC=C(C(=N1)C)S(=O)(=O)Cl